(+-)-2,6-dimethyl-7-octen CC(C)CCC[C@H](C=C)C |r|